4-(5-methoxy-6-nitro-1H-indazol-1-yl)butan-2-amine COC=1C=C2C=NN(C2=CC1[N+](=O)[O-])CCC(C)N